2-((8-(1-methyl-1H-pyrazol-5-yl)-2,3-dihydrobenzo[b][1,4]dioxin-5-yl)amino)-4-((tetrahydro-2H-pyran-4-yl)amino)-7H-pyrrolo[2,3-d]pyrimidine-5-carbonitrile CN1N=CC=C1C1=CC=C(C2=C1OCCO2)NC=2N=C(C1=C(N2)NC=C1C#N)NC1CCOCC1